(2S,3R,4S,5R)-4-(benzyloxy)-5-((benzyloxy)methyl)-5-(1-fluoroethyl)tetrahydrofuran-2,3-diyl diacetate C(C)(=O)O[C@@H]1O[C@]([C@H]([C@H]1OC(C)=O)OCC1=CC=CC=C1)(C(C)F)COCC1=CC=CC=C1